(5-isopropyl-1-(3-(4-tert-butoxycarbonylpiperazinylpiperazinyl)propylimidazol-4-yl)methylene)piperazine-2,5-dione C(C)(C)C1=C(N=C(N1)CCCN1C(CNCC1)N1CCN(CC1)C(=O)OC(C)(C)C)C=C1C(NCC(N1)=O)=O